3-(piperidine-1-ylcarbonyl)aniline N1(CCCCC1)C(=O)C=1C=C(N)C=CC1